C[C@@H]1N(C2=CC=C3C(=C2CC1)N=C(N3[C@@H]3COCCC3)CN3C(C=CC=C3)=O)C(=O)OC methyl (S)-7-methyl-2-((2-oxopyridin-1(2H)-yl)methyl)-3-((S)-tetrahydro-2H-pyran-3-yl)-3,7,8,9-tetrahydro-6H-imidazo[4,5-f]quinoline-6-carboxylate